COC=1C=C2C(CNC2=CC1)(C)C 5-methoxy-3,3-dimethyl-indoline